9-chlorofluorene ClC1C2=CC=CC=C2C=2C=CC=CC12